trans-3-[2-[[5-(8-chloro-4-oxo-chromen-2-yl)-2-pyridinyl]oxy]ethoxy]cyclobutanecarboxylic acid ClC=1C=CC=C2C(C=C(OC12)C=1C=CC(=NC1)OCCO[C@@H]1C[C@H](C1)C(=O)O)=O